(E)-2-benzylidene-2,3-dihydro-pyrrolizine-1-one C(/C1=CC=CC=C1)=C/1\C(C2=CC=CN2C1)=O